BrC1=CC=C(C(=O)C=2C(=C(C=C(C2)S(=O)(=O)O)CC(=O)O)NC(C)=O)C=C1 3-(4-bromobenzoyl)-2-acetamido-5-sulfophenylacetic acid